O[C@@H]1C[C@@H]([C@@H](C1)C(=O)O)C |r| (±)-(1R,2S,4R)-4-hydroxy-2-methylcyclopentane-1-carboxylic acid